CP(=O)(C)C1=CC=C(C2=C1OC(O2)(F)F)N(C(OC(C)(C)C)=O)CC#C tert-butyl (7-(dimethylphosphoryl)-2,2-difluorobenzo[d][1,3]dioxol-4-yl)(prop-2-yn-1-yl)carbamate